4-(4-Chlorophenyl)-2-phenylbenzofuro[3,2-d]pyrimidine ClC1=CC=C(C=C1)C=1C2=C(N=C(N1)C1=CC=CC=C1)C1=C(O2)C=CC=C1